ClC1=CC(=C(C=C1)C=1C=CC(=NC1)C1CN(C1)C(=O)N1CC2(C1)CC(C2)C=2C=NC(=CC2)C(F)(F)F)F [3-[5-(4-chloro-2-fluoro-phenyl)-2-pyridyl]azetidin-1-yl]-[6-[6-(trifluoromethyl)-3-pyridyl]-2-azaspiro[3.3]heptan-2-yl]methanone